S1C(=NC2=C1C=CC=C2)OC2=C(C=C(C=C2)CCC(CC)(O)C(F)(F)F)OCC2CC2 1-[4-(1,3-benzothiazol-2-yloxy)-3-(cyclopropyl-methoxy)-phenyl]-3-(trifluoromethyl)-pentan-3-ol